(R)-1-(4-(4-((1-(3-(difluoromethyl)-2-fluorophenyl)ethyl)amino)-2-methyl-8,9-dihydrofuro[2,3-h]quinazolin-6-yl)-4-hydroxypiperidin-1-yl)-2-fluoroethan-1-one FC(C=1C(=C(C=CC1)[C@@H](C)NC1=NC(=NC2=C3C(=C(C=C12)C1(CCN(CC1)C(CF)=O)O)OCC3)C)F)F